((((6-hydroxy-5'-methyl-4-pentyl-2'-(prop-1-en-2-yl)-[1,1'-biphenyl]-2-yl)oxy)(methyl)phosphoryl)oxy)methyl pivalate C(C(C)(C)C)(=O)OCOP(=O)(C)OC1=C(C(=CC(=C1)CCCCC)O)C1=C(C=CC(=C1)C)C(=C)C